1-(2-Hydroxyethyl)-2-Imidazolidinethione OCCN1C(NCC1)=S